O=C1C2=CC=CC=C2OC=2C=CC(=CC12)C(C(=O)O)C 2-(9-Oxoxanthen-2-yl)propionic Acid